C=CC(C)=C.C=CC(C)=C.C=CC(C)=C.C=CC(C)=C.C=CC(C)=C.[C] carbon penta-isoprene